C(C1=CC=CC=C1)OC(=O)N1CCC(CC1)CN(CCN(CC)CC)C(=O)OC(C)(C)C 4-{[tert-butoxycarbonyl-(2-diethylamino-ethyl)-amino]-methyl}-piperidine-1-carboxylic acid benzyl ester